1-methylimidazole-4-carbonyl chloride CN1C=NC(=C1)C(=O)Cl